Tetraethylene glycol monoallyl ether tert-Butyl-4-(8-chloropyrido[2,3-e][1,2,4]triazolo[4,3-a]pyrazin-4-yl)piperazin-1-carboxylate C(C)(C)(C)C1N(CCN(C1)C=1C=2N(C3=C(N1)N=CC(=C3)Cl)C=NN2)C(=O)OCCOCCOCCOCCOCC=C